3-bromo-1H-pyridin-2-one BrC=1C(NC=CC1)=O